N-(2-((2R,3S)-2-methylpyrrolidin-3-yl)thieno[2,3-b]pyridin-4-yl)benzo[d]thiazol-5-amine C[C@H]1NCC[C@@H]1C1=CC=2C(=NC=CC2NC=2C=CC3=C(N=CS3)C2)S1